3-[1-(ethoxycarbonyl)cyclopropyl]propionic acid C(C)OC(=O)C1(CC1)CCC(=O)O